(S)-tert-butyl N-methyl-N-[[8-[2-(trifluoromethyl)-4-pyridyl]chroman-4-yl]methyl]carbamate CN(C(OC(C)(C)C)=O)C[C@H]1CCOC2=C(C=CC=C12)C1=CC(=NC=C1)C(F)(F)F